butyl (2R)-piperazine-2-carboxylate N1[C@H](CNCC1)C(=O)OCCCC